BrCC1=CSC2=C1C=C(C=C2C(=O)OC)I Methyl 3-(bromomethyl)-5-iodo-benzothiophene-7-carboxylate